1,2,3,4,6-Penta-O-acetyl-α-D-mannopyranose C(C)(=O)O[C@@H]1[C@@H](OC(C)=O)[C@@H](OC(C)=O)[C@H](OC(C)=O)[C@H](O1)COC(C)=O